4-(3-bromo-5-(2,6-difluorophenyl)-6H-pyrazolo[1,5-a]pyrido[3,4-f][1,3,5]triazepin-9-yl)morpholine BrC=1C=NN2C1N=C(NC1=C2C=C(N=C1)N1CCOCC1)C1=C(C=CC=C1F)F